(E)-N-(2-amino-phenyl)-3-{1-[4-(1-methyl-1H-pyrazol-4-yl)-benzenesulfonyl]-1H-pyrrol-3-yl}-acrylamide toluenesulfonate salt C(C1=CC=CC=C1)S(=O)(=O)O.NC1=C(C=CC=C1)NC(\C=C\C1=CN(C=C1)S(=O)(=O)C1=CC=C(C=C1)C=1C=NN(C1)C)=O